(S)-5-((4-((2-hydroxy-1-phenylethyl)amino)-5-(5-methyl-1,3,4-oxadiazol-2-yl)pyrimidin-2-yl)amino)-2,3,3-trimethylisoindolin-1-one OC[C@H](C1=CC=CC=C1)NC1=NC(=NC=C1C=1OC(=NN1)C)NC=1C=C2C(N(C(C2=CC1)=O)C)(C)C